O=C(CC1=CC=C(C=C1)C1=C(C(=O)O)C=CC(=C1)NC(=N)N)NCC=1C=NC=CC1 4-(2-oxo-2-((pyridin-3-ylmethyl)amino)ethyl)phenyl-4-guanidinobenzoic acid